2-(3,5-Dimethoxyphenyl)-2-methoxy-acetic acid COC=1C=C(C=C(C1)OC)C(C(=O)O)OC